ClC1=CNC2=C(C=C(C=C12)OC)C 3-chloro-5-methoxy-7-methyl-1H-indol